N-ethyl-sarcosine C(C)N(C)CC(=O)O